4-(1-((4-methyl-4H-1,2,4-triazol-3-yl)thio)ethyl)pyridin-2-amine CN1C(=NN=C1)SC(C)C1=CC(=NC=C1)N